O[C@@H]1[C@H](O[C@H]([C@@H]1O)N1C=CC2=C1N=CN=C2NO)CO[P@](=O)(OC2=CC=CC=C2)N[C@H](C)C(=O)OC(C)C isopropyl ((S)-(((2R,3S,4R,5R)-3,4-dihydroxy-5-(4-(hydroxyamino)-7H-pyrrolo[2,3-d]pyrimidin-7-yl)tetrahydrofuran-2-yl)methoxy)(phenoxy)phosphoryl)-D-alaninate